O=C1C2CC3C(N1)C(CN3)C2 5-oxooctahydro-3aH-3,6-methanopyrrolo[3,2-b]pyridine